COC1=C(C=CC=C1)C1=NC(=NC=C1)N1CC(CC1)CN 1-{1-[4-(2-methoxyphenyl)pyrimidin-2-yl]pyrrolidin-3-yl}methanamine